C(C)(C)(CC)OC(C[SiH2]O)OC(C)(C)CC bis(t-pentyloxy)ethylsilanol